2-(2-iodo-ethoxy)hexadecane ICCOC(C)CCCCCCCCCCCCCC